(R)-N-(1-(7-methyl-6-(1H-pyrrolo[2,3-b]-pyridin-4-yl)-5,6,7,8-tetrahydropyrido[4,3-d]pyrimidin-4-yl)-azetidin-3-yl)-methanesulfonamide C[C@@H]1CC=2N=CN=C(C2CN1C1=C2C(=NC=C1)NC=C2)N2CC(C2)NS(=O)(=O)C